(S)-N-(1-(1-(4-fluorophenyl)-6-methyl-1H-indazol-5-yl)-pyrrolidin-3-yl)-N-methyl-1-propyl-1H-pyrazole-4-sulfonamide FC1=CC=C(C=C1)N1N=CC2=CC(=C(C=C12)C)N1C[C@H](CC1)N(S(=O)(=O)C=1C=NN(C1)CCC)C